N[C@@H]1CN(CC[C@H]1F)C1=NC2=C(N1CC(=O)N(CC)C1CS(CC1)(=O)=O)C=C(C(=C2)F)F 2-(2-((3r,4r)-3-amino-4-fluoropiperidin-1-yl)-5,6-difluoro-1H-benzo[d]imidazol-1-yl)-N-(1,1-dioxotetrahydrothiophen-3-yl)-N-ethylacetamide